C1(=CC=CC=C1)C(C)N α-Phenylethylamin